C(C)C1=C(C=C(C(=C1)C1=CC=C(C=C1)C(=O)O)CC)C1=CC=C(C=C1)C(=O)O 2',5'-diethyl-[1,1':4',1''-terphenyl]-4,4''-dicarboxylic acid